tert-butyl 4-[4-[[4-[[(7R)-8-cyclopentyl-7-ethyl-5-methyl-6-oxo-7H-pteridin-2-yl]amino]-3-methoxy-benzoyl]amino]butoxy]piperidine-1-carboxylate C1(CCCC1)N1[C@@H](C(N(C=2C=NC(=NC12)NC1=C(C=C(C(=O)NCCCCOC2CCN(CC2)C(=O)OC(C)(C)C)C=C1)OC)C)=O)CC